2-amino-5-bromo-6-fluorobenzoic acid NC1=C(C(=O)O)C(=C(C=C1)Br)F